(S)-2,2-Difluoro-N-(3-(2-((2-(1,2,3,6-tetrahydropyridin-4-yl)thiazol-5-yl)amino)pyrimidin-4-yl)phenyl)cyclopropane-1-carboxamide FC1([C@@H](C1)C(=O)NC1=CC(=CC=C1)C1=NC(=NC=C1)NC1=CN=C(S1)C=1CCNCC1)F